2-[(dimethylamino)methyl]cyclopropane CN(C)CC1CC1